2-(2-bromo-9H-fluoren-9-ylidene)malononitrile BrC1=CC=2C(C3=CC=CC=C3C2C=C1)=C(C#N)C#N